FC=1C=C(C=CC1)C1=CC(=CN1S(=O)(=O)C1=CC=C(C=C1)F)CNC([2H])([2H])[2H] N-((5-(3-fluorophenyl)-1-((4-fluorophenyl)sulfonyl)-1H-pyrrol-3-yl)methyl)methane-d3-amine